COC=1C=C(C=CC1C=1C=C2C(=NC1)NC=C2)NC(=O)C=2N=CSC2 N-(3-methoxy-4-(1H-pyrrolo[2,3-b]pyridin-5-yl)phenyl)thiazole-4-carboxamide